COCCN1C=NC2=CC=C(C=C2C1=O)NC(=O)NC1=CC=C(C=C1)C(F)(F)F 1-(3-(2-methoxyethyl)-4-oxo-3,4-dihydroquinazolin-6-yl)-3-(4-(trifluoromethyl)phenyl)urea